FC1=C(C=CC(=C1)B1OC(C(O1)(C)C)(C)C)N1C(N(C=C1)C)=O 1-(2-fluoro-4-(4,4,5,5-tetramethyl-1,3,2-dioxaborolan-2-yl)phenyl)-3-methyl-1H-imidazol-2(3H)-one